methyl 5-chloro-2-pyrazinecarboxylate ClC=1N=CC(=NC1)C(=O)OC